ClC=1C=C(C=CC1C)C(C(=O)NCC=1C=C2CN(C(C2=CC1)=O)C1C(NC(CC1)=O)=O)=O 2-(3-chloro-4-methylphenyl)-N-((2-(2,6-dioxopiperidin-3-yl)-1-oxoisoindolin-5-yl)methyl)-2-oxoacetamide